2-(4-chloro-1-((2-(trimethylsilyl)ethoxy)methyl)-1H-pyrazol-5-yl)acetonitrile ClC=1C=NN(C1CC#N)COCC[Si](C)(C)C